FC1(CCC(CC1)CC(=O)N1CC=2C=CC(=NC2CC1)N1C2CN(CC1CC2)C)F 2-(4,4-difluorocyclohexyl)-1-(2-(3-methyl-3,8-diazabicyclo[3.2.1]oct-8-yl)-7,8-dihydro-1,6-naphthyridin-6(5H)-yl)ethan-1-one